2-(3-bromo-2-(prop-1-en-2-yl)phenyl)-2-methylpropan-1-ol BrC=1C(=C(C=CC1)C(CO)(C)C)C(=C)C